2-(3-(4-((1H-indazol-5-yl)amino)pyrimidin-2-yl)phenoxy)-1-(1,1-dioxidothiomorpholino)ethanone TFA salt OC(=O)C(F)(F)F.N1N=CC2=CC(=CC=C12)NC1=NC(=NC=C1)C=1C=C(OCC(=O)N2CCS(CC2)(=O)=O)C=CC1